BrC1=C(C=CC=C1)CC1OCC(O1)C=O 2-[(2-bromophenyl)methyl]-1,3-dioxolane-4-carbaldehyde